COC1=CC=C(C=N1)S(=O)(=O)N1CC2(C1)CN(C2)C2CCOCC2 2-((6-methoxypyridin-3-yl)sulfonyl)-6-(tetrahydro-2H-pyran-4-yl)-2,6-diazaspiro[3.3]heptane